6,6'-(ethane-1,1-diyl)bis(2,2,4-trimethyl-1,2-dihydroquinoline) C(C)(C=1C=C2C(=CC(NC2=CC1)(C)C)C)C=1C=C2C(=CC(NC2=CC1)(C)C)C